C(C)OC(=O)C(C(C)C(=O)OC(C)(C)C)CCCCCC nonane-2,3-dicarboxylic acid 2-(tert-butyl) ester 3-ethyl ester